(4-(benzo[d][1,3]dioxol-5-yl)-1H-Pyrrolo[3,2-c]pyridin-2-yl)(piperidin-1-yl)methanone O1COC2=C1C=CC(=C2)C2=NC=CC1=C2C=C(N1)C(=O)N1CCCCC1